CN(C)C=NC1=CN=C(N1)C(=O)O 5-(((dimethylamino)methylene)amino)-1H-imidazole-2-carboxylic acid